4-(3-bromo-4-oxo-2-(trifluoromethyl)-4H-pyrido[1,2-a]pyrimidin-9-yl)-N-(cyclopropylmethyl)-2-fluorobenzamide BrC1=C(N=C2N(C1=O)C=CC=C2C2=CC(=C(C(=O)NCC1CC1)C=C2)F)C(F)(F)F